OCC(C(=O)OCC(CO)(C)C)(C)C 2,2-dimethyl-1,3-propanediol mono(hydroxypivalate)